CC1=NC=C(C=C1)C1=CC(=NO1)C 2-methyl-5-(3-methyl-1,2-oxazol-5-yl)pyridin